N1=C(C=CC2=CC=CC=C12)C1(OC(=C(C1=O)O)N)C 2-(2-quinolinyl)-2-methyl-4-hydroxy-5-amino-3(2H)-furanone